COC=1C=C2C(=CNC2=CC1)CCN(C(C)C)C(C)C 2-(5-methoxy-1H-indol-3-yl)-N,N-diisopropylethanamine